3-(4-methylphenyl)-N-(4-((5-methylpyrazolo[1,5-a]pyrimidin-7-yl)oxy)phenyl)-2,4-dioxo-1,2,3,4-tetrahydropyrimidine-5-carboxamide CC1=CC=C(C=C1)N1C(NC=C(C1=O)C(=O)NC1=CC=C(C=C1)OC1=CC(=NC=2N1N=CC2)C)=O